1-(3,4-difluorophenyl)-3-(2-fluoro-3-(3-morpholinoquinoxaline-6-carbonyl)phenyl)urea FC=1C=C(C=CC1F)NC(=O)NC1=C(C(=CC=C1)C(=O)C=1C=C2N=C(C=NC2=CC1)N1CCOCC1)F